3-(4-((1R,5S)-3,8-diazabicyclo[3.2.1]octan-3-yl)-8-fluoro-2-(((2R,7aS)-2-fluorotetrahydro-1H-pyrrolizin-7a(5H)-yl)methoxy)quinazolin-7-yl)-5-chloro-4-cyclopropylaniline [C@H]12CN(C[C@H](CC1)N2)C2=NC(=NC1=C(C(=CC=C21)C=2C=C(N)C=C(C2C2CC2)Cl)F)OC[C@]21CCCN1C[C@@H](C2)F